N-(5-(2-(((1r,4r)-4-aminocyclohexyl)amino)quinazolin-6-yl)-3-fluoropyridin-2-yl)-2-chlorobenzenesulfonamide NC1CCC(CC1)NC1=NC2=CC=C(C=C2C=N1)C=1C=C(C(=NC1)NS(=O)(=O)C1=C(C=CC=C1)Cl)F